OCC1=C(C=CC=C1)NC([C@H]([C@H](CC)C)NC(OC(C)(C)C)=O)=O tert-Butyl ((2S,3S)-1-((2-(hydroxymethyl)phenyl)amino)-3-methyl-1-oxopentan-2-yl)carbamate